5-(2-methylpropanoyl)-3-(1,4,5,6,7,8,9-heptahydroquinolizin-2-yl)-benzofuran CC(C(=O)C=1C=CC2=C(C(=CO2)C=2CC3CCCCN3CC2)C1)C